isopropylidenebis(4-phenyl-2-oxazoline) C(C)(C)(C=1OCC(N1)C1=CC=CC=C1)C=1OCC(N1)C1=CC=CC=C1